C1(C=CC(N1C1=CC=C(OC2=CC=C(C=C2)SC2=CC=C(C=C2)OC2=CC=C(C=C2)N2C(C=CC2=O)=O)C=C1)=O)=O Bis[4-(4-maleimidophenoxy) phenyl] sulfide